ClC1=C(OCC2=NC=CC(=C2)OC2CN(C2)CC2=NC3=C(N2CC2=CC=NO2)C=C(C=C3)C(=O)O)C=CC(=C1)Cl 2-{[3-({2-[(2,4-dichlorophenoxy)methyl]pyridin-4-yl}oxy)azetidin-1-yl]methyl}-1-[(1,2-oxazol-5-yl)methyl]-1H-1,3-benzodiazole-6-carboxylic acid